2-[Tris(hydroxymethyl)-methylamino]-ethanesulfonic acid OCC(NCCS(=O)(=O)O)(CO)CO